1-tert-butyl 2-methyl (2S)-5-oxopiperidine-1,2-dicarboxylate O=C1CC[C@H](N(C1)C(=O)OC(C)(C)C)C(=O)OC